methyl 4-((3R,5R)-5-amino-1-methylpiperidin-3-yl)benzoate N[C@@H]1C[C@@H](CN(C1)C)C1=CC=C(C(=O)OC)C=C1